ClC=1C=C2C(=CC1)NC(C21CCN(CC1)CCOC1=CC2=C(N(C(=N2)OC)C2CC(C2)(C)O)C(=C1)C(F)(F)F)=O 5-chloro-1'-{2-[1-(3-hydroxy-3-methylcyclobutyl)-2-methoxy-7-(trifluoromethyl)-1H-1,3-benzimidazol-5-yloxy]ethyl}spiro[indoline-3,4'-piperidin]-2-one